tert-butyl (R)-(1-(5-aminopyridin-3-yl)butyl)carbamate NC=1C=C(C=NC1)[C@@H](CCC)NC(OC(C)(C)C)=O